N-(4-(4-amino-5-(6-(dimethylamino)pyridin-3-yl)-7-methyl-7H-pyrrolo[2,3-d]pyrimidin-6-yl)phenyl)methacrylamide NC=1C2=C(N=CN1)N(C(=C2C=2C=NC(=CC2)N(C)C)C2=CC=C(C=C2)NC(C(=C)C)=O)C